2-methyl-1-{6-[4-nitro-3-(trifluoromethyl)-1H-pyrazol-1-yl]-2-azaspiro[3.3]heptan-2-yl}propan-2-ol CC(CN1CC2(C1)CC(C2)N2N=C(C(=C2)[N+](=O)[O-])C(F)(F)F)(C)O